indazole-7-sulfonamide N1N=CC2=CC=CC(=C12)S(=O)(=O)N